FC(C(O)C=1N(C=C(N1)CC1=CC=NC=C1)C(C1=CC=CC=C1)(C1=CC=CC=C1)C1=CC=CC=C1)(F)F 2,2,2-Trifluoro-1-(4-(pyridin-4-ylmethyl)-1-trityl-1H-imidazol-2-yl)ethan-1-ol